tert-butyl 2-((2S,3S)-4-bromo-5-chloro-6-fluoro-3-methoxy-2-phenyl-2,3-dihydrobenzofuran-2-yl)pyrrolidine-1-carboxylate BrC1=C(C(=CC2=C1[C@@H]([C@](O2)(C2=CC=CC=C2)C2N(CCC2)C(=O)OC(C)(C)C)OC)F)Cl